[W]=O.[Bi].[Fe].[Sm] samarium-iron-bismuth-tungsten oxide